3-(3-chloro-5-fluoro-4-methoxy-phenyl)-6,8-dihydro-5H-imidazo[1,2-a]pyrazine ClC=1C=C(C=C(C1OC)F)C1=CN=C2N1CCNC2